4-((cyclopentylmeth-yl)amino)-2-((8-(morpholine-4-carbonyl)-2,3-dihydrobenzo[b][1,4]dioxin-5-yl)amino)-7H-pyrrolo[2,3-d]pyrimidine-5-carbonitrile C1(CCCC1)CNC=1C2=C(N=C(N1)NC1=CC=C(C=3OCCOC31)C(=O)N3CCOCC3)NC=C2C#N